6-[7-(methoxymethyl)-8-(prop-2-enamido)naphthalen-2-yl]-N-[(1r,4r)-4-(dimethylamino)cyclohexyl]pyridine-2-carboxamide COCC1=CC=C2C=CC(=CC2=C1NC(C=C)=O)C1=CC=CC(=N1)C(=O)NC1CCC(CC1)N(C)C